C(C=C)ONC(C1=C(C(=C(C(=C1)CC1=C(C(=CC=C1)NS(=O)(=O)NC)F)F)F)NC1=C(C=C(C=C1)I)F)=O N-(allyloxy)-3,4-difluoro-5-(2-fluoro-3-((N-methylaminosulfonyl)amino)benzyl)-2-((2-fluoro-4-iodophenyl)amino)benzamide